C1=CC=C2C(=C1)C=[NH+]N2.C1=CC=C2C(=C1)C=NN2.C1=CC=C2C(=C1)C=NN2.Cl[Ru](Cl)(Cl)Cl The molecule is a ruthenium coordination entity that is the indazolium salt of tetrachloro[bis(1H-indazole-kappaN(2))]ruthenate. It has a role as an antineoplastic agent.